C1(CC1)N1C=C(C2=CC=CC=C12)C1=NC(=NC=C1C=1SC=CN1)NC=1C(=CC(=C(C1)NC(C=C)=O)N1CC2N(CC1)CCN(C2)C)OC N-(5-((4-(1-Cyclopropyl-1H-indol-3-yl)-5-(thiazol-2-yl)pyrimidin-2-yl)amino)-4-methoxy-2-(8-methyloctahydro-2H-pyrazino[1,2-a]pyrazin-2-yl)phenyl)acrylamide